1-{3-[(1,4-dioxan-2-yl)methoxy]pyridin-4-yl}methanamine O1C(COCC1)COC=1C=NC=CC1CN